dimethyl (4-(4,4,5,5-tetramethyl-1,3,2-dioxaborolan-2-yl)phenyl)phosphonate CC1(OB(OC1(C)C)C1=CC=C(C=C1)P(OC)(OC)=O)C